NC=CC(C(F)(F)F)=O 4-amino-1,1,1-trifluoro-3-buten-2-one